N1=C(C=CC=C1)C(=O)ON1N=C(C(=C1)N)C methyl-(4-amino-1H-pyrazol-1-yl) picolinate